(R)-3-(4-(2-(5-((4,6-difluoro-1H-indol-5-yl)oxy)-2-fluorophenyl)-1H-imidazol-4-yl)-4-methylchroman-8-yl)propanoic acid FC1=C2C=CNC2=CC(=C1OC=1C=CC(=C(C1)C=1NC=C(N1)[C@@]1(CCOC2=C(C=CC=C12)CCC(=O)O)C)F)F